BrC1=C(C=CC=C1)C1(CN(CCC1)C(=O)OC(C)(C)C)O tertbutyl 3-(2-bromophenyl)-3-hydroxypiperidine-1-carboxylate